ClC1=NC(=NC(=C1I)Cl)COC 4,6-dichloro-5-iodo-2-(methoxymethyl)pyrimidine